naphthylmethylether C1(=CC=CC2=CC=CC=C12)OC